N[C@H]1C2N(CC1CC2)C(=O)C2=CC1=C(C(=C(O1)C=1N(C3=CC(=CC=C3C1)N1CC(C1)OC)CC1CC1)C)C=C2 ((7R)-7-amino-2-azabicyclo[2.2.1]hept-2-yl)(2-(1-(cyclopropylmethyl)-6-(3-methoxyazetidin-1-yl)-1H-indol-2-yl)-3-methylbenzofuran-6-yl)methanone